2-((4-Bromophenoxy)difluoromethyl)-1,4-dioxane BrC1=CC=C(OC(C2OCCOC2)(F)F)C=C1